(2R,6S)-4-(5-methanesulfonylpyrimidin-2-yl)-2,6-dimethylpiperazine-1-carbonyl chloride CS(=O)(=O)C=1C=NC(=NC1)N1C[C@H](N([C@H](C1)C)C(=O)Cl)C